C(C)(C)(C)[C@]1(N(CC1)C(=O)OC[C@@H]1[C@H]([C@H]([C@@](O1)(N1C(=O)NC(=O)C=C1)O[C@@]1([C@H](O)[C@H](O)[C@@H](CO)O1)N1C(=O)NC(=O)C(=C1)C)O)O)COC=1C=NC=CC1Br 5-methyluridineoxyuridine tert-butyl-(S)-2-(((4-bromopyridin-3-yl)oxy)methyl)azetidine-1-carboxylate